CN1C=C(C2=CC=CC=C12)CC(=O)N1C(CCC1)C(=O)N 1-[2-(1-methyl-1H-indol-3-yl)acetyl]pyrrolidine-2-carboxamide